NCCC(=O)O.[Li] lithium beta-alanine